cyclopropyl-(2-((2-fluoro-3-methoxyphenyl)amino)-2-oxoethyl)-1H-indazole-3-carboxamide C1(CC1)C1=C2C(=NN(C2=CC=C1)CC(=O)NC1=C(C(=CC=C1)OC)F)C(=O)N